tridecafluoro-n-octyl iodide FC(C(C(C(C(F)(F)I)(F)F)(F)F)(F)F)(CCC(F)(F)F)F